[2-(1-hydroxy-1-methyl-ethyl)thiazol-4-yl]boronic acid OC(C)(C)C=1SC=C(N1)B(O)O